C(C1=CC=CC=C1)O[C@@H]1[C@H](CO[C@@H]([C@@H]1OCC1=CC=CC=C1)COCC1=CC=CC=C1)NC1=NC(=NC(=C1)OC)OC N-((3S,4R,5R,6R)-4,5-bis(benzyloxy)-6-((benzyloxy)methyl)tetrahydro-2H-pyran-3-yl)-2,6-dimethoxypyrimidin-4-amine